OC1(CCN(CC1)C[C@@H](C)[C@H]1CC[C@H]2\C(\CCC[C@]12C)=C\C=C\1/C([C@H](C[C@@H](C1)O)O)=C)C (1R,3S,Z)-5-(2-((1R,3aS,7aR,E)-1-((S)-1-(4-hydroxy-4-methylpiperidin-1-yl)propan-2-yl)-7a-methyloctahydro-4H-inden-4-ylidene)ethylidene)-4-methylenecyclohexane-1,3-diol